aluminum-calcium carbonate C([O-])([O-])=O.[Ca+2].[Al+3]